3-(4-chlorophenylthio)phthalonitrile ClC1=CC=C(C=C1)SC1=C(C(C#N)=CC=C1)C#N